C(C=C)OC1=CC=C(C=C1)C1N(CCC2=CC(=CC=C12)OCC1=CC=CC=C1)C1=CC=CC=C1 1-(4-allyloxyphenyl)-6-benzyloxy-2-phenyl-3,4-dihydro-1H-isoquinoline